C(#N)C=1C=C(C=C(C1)F)[C@H]1N(OCC1)C(=O)[C@@H]1CC[C@H](CC1)CN1C=NC2=C1C=C(C(=C2)F)C#N trans-1-((4-((S)-3-(3-cyano-5-fluorophenyl)isoxazolidine-2-carbonyl)cyclohexyl)methyl)-5-fluoro-1H-benzo[d]imidazole-6-carbonitrile